methyl 2-(2-(6-(5-(hydroxymethyl)-1-methyl-1H-1,2,3-triazol-4-yl)-2-methylpyridin-3-yl)tetrahydro-2H-pyran-4-yl)acetate OCC1=C(N=NN1C)C1=CC=C(C(=N1)C)C1OCCC(C1)CC(=O)OC